(4aR,8aS)-6-(3-((3-Chloro-4-(trifluoromethyl)phenyl)ethynyl)azetidine-1-carbonyl)hexahydro-2H-pyrido[4,3-b][1,4]oxazin-3(4H)-one ClC=1C=C(C=CC1C(F)(F)F)C#CC1CN(C1)C(=O)N1C[C@@H]2[C@@H](OCC(N2)=O)CC1